C(C\C=C\CC)(=O)O trans-3-hexenoic acid